O=C1[C@H](C[C@@H]2N1CCN(C2)C2=NC=C(C#N)C=C2)CCCC=2C=1N(C=CC2)N=CC1 6-((7S,8aS)-6-oxo-7-(3-(pyrazolo[1,5-a]pyridin-4-yl)propyl)hexahydropyrrolo[1,2-a]pyrazin-2(1H)-yl)nicotinonitrile